C1=CC=CC=2C3=CC=CC=C3C(=C(C12)OCCOC1=C(C2=CC=CC=C2C=C1)C1=C(C=CC2=CC=CC=C12)OCCO)C=1C2=CC=CC=C2C=2C=CC=CC2C1OCCOC1=C(C2=CC=CC=C2C=C1)C1=C(C=CC2=CC=CC=C12)OCCO 2,2'-[[9,9'-biphenanthrene]-10,10'-diylbis(oxyethane-2,1-diyloxy[1,1'-binaphthalene]-2',2-diyloxy)]di(ethan-1-ol)